ClC1=C2CN(C(C2=CC(=C1)CNC1(CCC1)C)=O)C1=CC(=CC=C1)[C@H](C1=NN=CN1C)C1CC(C1)F 4-chloro-2-(3-((R)-((1s,3S)-3-fluorocyclobutyl)(4-methyl-4H-1,2,4-triazol-3-yl)methyl)phenyl)-6-(((1-methylcyclobutyl)amino)methyl)isoindolin-1-one